S1OCC2=C1C=CC=C2 [2,1]benzoxathiolane